N-(3-(5-cyano-2-methoxyphenyl)-1-(2-(oxetan-3-ylamino)-2-oxoethyl)-1H-pyrazol-4-yl)pyrazolo[1,5-a]pyrimidine-3-carboxamide C(#N)C=1C=CC(=C(C1)C1=NN(C=C1NC(=O)C=1C=NN2C1N=CC=C2)CC(=O)NC2COC2)OC